C1(=CC=CC=C1)C1=NC(=NC(=N1)C1=CC=CC=C1)C=1C=C(C(=C(C1N1C2=CC=CC=C2C=2C=C(C=CC12)C1=CC=CC=C1)N1C2=CC=CC=C2C=2C=C(C=CC12)C1=CC=CC=C1)C1=CC=CC=C1)C#N 4-(4,6-diphenyl-1,3,5-triazin-2-yl)-5,6-bis(3-phenyl-9H-carbazol-9-yl)-[1,1'-biphenyl]-2-carbonitrile